1-[4-(3-{3-[(S)-(1,3-Dimethyl-azetidin-3-yl)-hydroxy-(4-isopropyl-phenyl)-methyl]-phenyl}-[1,2,4]oxadiazol-5-yl)-piperidin-1-yl]-ethanone CN1CC(C1)(C)[C@@](C=1C=C(C=CC1)C1=NOC(=N1)C1CCN(CC1)C(C)=O)(C1=CC=C(C=C1)C(C)C)O